4-(2-(methoxymethyl)-3-methyl-5-(2-(1-(m-tolyl)ethylidene)hydrazinyl)-3H-imidazo[4,5-b]pyridin-7-yl)morpholine COCC1=NC=2C(=NC(=CC2N2CCOCC2)NN=C(C)C=2C=C(C=CC2)C)N1C